N'-(5-bromo-2-methoxybenzene-1-sulfonyl)-N,N-dimethylmethanimidamide BrC=1C=CC(=C(C1)S(=O)(=O)N=CN(C)C)OC